tert-butyl (5-(4-(methylsulfonyl)phenoxy)thiazolo[5,4-b]pyridin-2-yl)carbamate CS(=O)(=O)C1=CC=C(OC2=CC=C3C(=N2)SC(=N3)NC(OC(C)(C)C)=O)C=C1